tert-butyl (2R,5S)-5-[1-methyl-5-(trifluoromethyl)-1H-indole-2-amido]-2-{5-[2-(trifluoromethoxy)ethoxy]-1,3,4-oxadiazol-2-yl}piperidine-1-carboxylate CN1C(=CC2=CC(=CC=C12)C(F)(F)F)C(=O)N[C@H]1CC[C@@H](N(C1)C(=O)OC(C)(C)C)C=1OC(=NN1)OCCOC(F)(F)F